C(C)(C)(C)OC(=O)N1C(CCC2=C(C=CN=C12)OC)(C)CCCCO[C@H]1CN(CC1)C(=O)OC(C)(C)C (4-((R)-1-(tert-butoxycarbonyl)pyrrolidin-3-yloxy)butyl)-5-methoxy-2-methyl-3,4-dihydro-1,8-naphthyridine-1(2H)-carboxylic acid tert-butyl ester